ClC=1C=C(CC2=NOC(=N2)CC(C(=O)O)=C)C=CC1C ((3-(3-chloro-4-methylbenzyl)-1,2,4-oxadiazol-5-yl)methyl)acrylic acid